N[C@H](C=1OC2=C(N1)C=C(C=C2)[C@H](N2C(N[C@@H](C2)C(F)(F)F)=O)C2COC2)C2CCC(CC2)(F)F (S)-1-((R)-(2-((S)-Amino(4,4-difluorocyclohexyl)methyl)-benzo[d]oxazol-5-yl)(oxetan-3-yl)methyl)-4-(trifluoromethyl)imidazolidin-2-one